FC=1C=C(C=NC1)[C@@H]([C@@H]1N(C2(CC1C2)C)C(=O)OC(C)(C)C)O tert-butyl (R)-3-((S)-(5-fluoropyridin-3-yl)(hydroxy)methyl)-1-methyl-2-azabicyclo[2.1.1]hexane-2-carboxylate